(R)-4-Phenyl-3-(2-((3R,4's)-6-(trifluoromethyl)-2H-spiro[benzofuran-3,1'-cyclohexan]-4'-yl)acetyl)oxazolidin-2-one C1(=CC=CC=C1)[C@H]1N(C(OC1)=O)C(CC1CCC2(CC1)COC1=C2C=CC(=C1)C(F)(F)F)=O